C(C1=CC=CC=C1)N([C@@H](CC(=O)OC(C)(C)C)C1=CC=C(C=C1)Br)[C@H](C)C1=CC=CC=C1 tert-butyl (S)-3-(benzyl((R)-1-phenylethyl)amino)-3-(4-bromophenyl)propanoate